ClC1=C(C=CC2=CC=CC=C12)C1=NC(=NC(=N1)C1=CC=CC=C1)C1=CC=CC=C1 2-(1-chloronaphthalen-2-yl)-4,6-diphenyl-1,3,5-triazine